(3R)-N-(4-tert-butylphenyl)-4-cyano-N-[2-(cyclohexylamino)-2-oxo-1-(3-pyridyl)ethyl]morpholine-3-carboxamide C(C)(C)(C)C1=CC=C(C=C1)N(C(=O)[C@@H]1N(CCOC1)C#N)C(C(=O)NC1CCCCC1)C=1C=NC=CC1